[K].O=CC1=CC(OC)=C(O)C=C1 vanillin potassium salt